Phenyl (R)-2-(((benzyloxy)carbonyl)amino)-3-((tert-butoxycarbonyl)amino)propanoate C(C1=CC=CC=C1)OC(=O)N[C@@H](C(=O)OC1=CC=CC=C1)CNC(=O)OC(C)(C)C